2-[3-ethylsulfonyl-6-(trifluoromethyl)pyrazolo[1,5-a]pyridin-2-yl]-3-methyl-6-(trifluoromethyl)imidazo[4,5-B]pyridine C(C)S(=O)(=O)C=1C(=NN2C1C=CC(=C2)C(F)(F)F)C2=NC=1C(=NC=C(C1)C(F)(F)F)N2C